ClC=1C=C(C=C(C1)NS(=O)(=O)C)NC(=O)C=1SC(=C(C1)C1=NC=C(C=N1)OC)C N-(3-chloro-5-(methylsulfonamido)phenyl)-4-(5-methoxypyrimidin-2-yl)-5-methylthiophene-2-carboxamide